FC(OC=1C=C(C=CC1)C#CCO)(F)F 3-(3-(trifluoromethoxy)phenyl)prop-2-yn-1-ol